CN1C(=NN=C1)SC(C)C=1C=C(C=CC1)NC(=O)NC1=NC(=CC=C1)C(F)(F)F 1-(3-(1-((4-methyl-4H-1,2,4-triazol-3-yl)thio)ethyl)phenyl)-3-(6-(trifluoromethyl)pyridin-2-yl)urea